C(C)C1(C=CC=C1)[Sr]C1(C=CC=C1)CC bis(ethylcyclopentadienyl)strontium (II)